(R)-5-(3-acrylamidopiperidin-1-yl)-2,3-dioxo-1,2,3,4-tetrahydropyrido[3,4-b]pyrazine C(C=C)(=O)N[C@H]1CN(CCC1)C1=NC=CC2=C1NC(C(N2)=O)=O